(S)-6-((1-(5-(2,4-dimethoxypyrimidin-5-yl)pyrazolo[1,5-a]pyrimidin-7-yl)-4,4-difluoropyrrolidin-3-yl)oxy)-1-(2,2,2-trifluoroethyl)-1H-pyrazolo[4,3-c]pyridine COC1=NC=C(C(=N1)OC)C1=NC=2N(C(=C1)N1C[C@@H](C(C1)(F)F)OC1=CC3=C(C=N1)C=NN3CC(F)(F)F)N=CC2